C(C)(C)(C)OC(=O)N(C(OC(C)(C)C)=O)C[C@@H]1C[C@H](C1)N1N=C(C(=C1)C1=NC=C(C=2C1=CN(N2)C)F)C2CC2 tert-butyl (tert-butoxycarbonyl)((trans-3-(3-cyclopropyl-4-(7-fluoro-2-methyl-2H-pyrazolo[4,3-c]pyridin-4-yl)-1H-pyrazol-1-yl)cyclobutyl)methyl)carbamate